methyl-3-ethyl-3,5-heptanediol dibenzoate C(C1=CC=CC=C1)(=O)OC(CCC)(CC(CC)OC(C1=CC=CC=C1)=O)CC